C1(CC1)[C@]1(C(N(C[C@H]1C)C=1C=2N(N=CC1)C=C(C2)C=2C=NN(C2)CC2(COC2)C)=O)C#N (3R,4S)-3-cyclopropyl-4-methyl-1-[6-[1-[(3-methyloxetan-3-yl)methyl]pyrazol-4-yl]pyrrolo[1,2-b]pyridazin-4-yl]-2-oxopyrrolidine-3-carbonitrile